ClC=1C=C2C(OCC3=CC=C(C=C3C3=CC(=C(C(NS(C(C1O)=C2)(=O)=O)=C3)F)F)F)=O 13-chloro-4,19,20-trifluoro-14-hydroxy-16,16-dioxo-9-oxa-16λ6-thia-17-azatetracyclo[16.3.1.111,15.02,7]tricosa-1(21),2,4,6,11,13,15(23),18(22),19-nonaen-10-one